ClC=1C(=NC(=NC1)NC1=C(C=C(C=C1)N1CCC(CC1)N1CCN(CC1)C)OC)NC=1C=CC=C2CCN(C12)S(=O)(=O)CC1CC(C1)(F)F 5-chloro-N4-(1-(((3,3-difluorocyclobutyl)methyl)sulfonyl)indolin-7-yl)-N2-(2-methoxy-4-(4-(4-methylpiperazin-1-yl)piperidin-1-yl)phenyl)pyrimidine-2,4-diamine